NCCCCCCCCCC(O)=O 10-aminocapric acid